(5'H,7'H-spiro[cyclopropane-1,4'-thieno[2,3-c]pyran]-7'-yl)methan S1C=CC2=C1C(OCC21CC1)C